benzyl N-[(1R)-1-[(2S)-5-azido-6-oxo-tetrahydropyran-2-yl]-2-benzyloxy-ethyl]-N-benzyl-carbamate N(=[N+]=[N-])C1CC[C@H](OC1=O)[C@@H](COCC1=CC=CC=C1)N(C(OCC1=CC=CC=C1)=O)CC1=CC=CC=C1